2-((3-chloro-4-fluorophenyl)amino)-6-methoxy-7-(3-morpholinopropoxy)quinoline ClC=1C=C(C=CC1F)NC1=NC2=CC(=C(C=C2C=C1)OC)OCCCN1CCOCC1